FC1(CCN(CCC1)C1=C(C(=O)NC2=CC(=CC=C2)[S@@](=O)(=NC(CO)=O)C)C(=C(C=N1)C=1C=NN(C1)C)C)F (R)-2-(4,4-difluoroazepan-1-yl)-N-(3-(N-(2-hydroxyacetyl)-S-methylsulfonimidoyl)phenyl)-4-methyl-5-(1-methyl-1H-pyrazol-4-yl)nicotinamide